NC1=NC=CC(=N1)C1=CC=C(OC(C(=O)OCC)(C)C)C=C1 Ethyl 2-(4-(2-aminopyrimidin-4-yl) phenoxy)-2-methylpropionate